3-(2-amino-[1,2,4]triazolo[1,5-a]pyridin-7-yl)-6-ethyl-2-fluorobenzoic acid lithium [Li].NC1=NN2C(C=C(C=C2)C=2C(=C(C(=O)O)C(=CC2)CC)F)=N1